Ethyl-(R)-3-oxo-5-phenyl-2-(thiophen-2-yl)-2,3-dihydro-1H-benzol C(C)[C@H]1C(C(CC(=C1)C1=CC=CC=C1)=O)C=1SC=CC1